C(C)(=O)OCC\C=C/CCCCC CIS-3-NONENYL ACETATE